CN1C(N(C2=C1C=CC(=C2)NC=2C(=NC(=CC2)N2CCC(CC2)C(F)(F)F)C)C)=O 1,3-dimethyl-5-((2-methyl-6-(4-(trifluoromethyl)piperidin-1-yl)pyridin-3-yl)amino)-1,3-dihydro-2H-benzo[d]imidazol-2-one